C(C1=CC=CC=C1)OC1=C(/C=C/C2=C(SC=C2)C=O)C=CC(=C1)N(C)CCO[Si](C1=CC=CC=C1)(C1=CC=CC=C1)C(C)(C)C ((E)-2-Benzyloxy-4-[[2-[(tert-butyldiphenylsilyl)oxy]ethyl](methyl)amino]styryl)thiophene-2-carbaldehyde